Cl.ClCC1=NN(C=C1C)C 3-(chloromethyl)-1,4-dimethyl-1H-pyrazole hydrochloride